CC1(C(NC2=C(C=CC=C2N1)C)=O)C 3,3,8-trimethyl-3,4-dihydroquinoxalin-2(1H)-one